C(N)(O)=O.C(C)(C)(C)C1=C(C=C(C(=C1)O)C#N)[N+](=O)[O-] tert-butyl-(4-cyano-5-hydroxy-2-nitrobenzene) carbamate